tetramethyl-1,3-diamino-1-methylpropane CC(C(C(C)(N)C)(C)C)N